2-isopropyl-5-oxopyrrolidin C(C)(C)C1NC(CC1)=O